Z-3-(2-cyanovinyl)-2,2-dimethyl-cyclopropanoic acid tert-butyl ester C(C)(C)(C)OC(=O)C1C(C1\C=C/C#N)(C)C